COC1=NC2=C(N1C(=O)NCCC1C(C1)C(F)(F)F)C=C(C=C2)N2CCOCC2 methoxy-6-morpholino-N-(2-(2-(trifluoromethyl)cyclopropyl)ethyl)-1H-benzo[d]Imidazole-1-carboxamide